ClC=1C(=NC(=NC1)NC1CCOCC1)C1=CC=C2CN(C(C2=C1)=O)CC(=O)NCC1=CC=C(C(=O)NC2CC2)C=C1 4-{[2-(6-{5-chloro-2-[(oxan-4-yl)amino]pyrimidin-4-yl}-1-oxo-2,3-dihydro-1H-isoindol-2-yl)acetamido]methyl}-N-cyclopropylbenzamide